C(C1=CC=CC=C1)=C(C(=O)O)C(=O)O.N[C@H]1[C@@H](CC2=CC=CC=C12)CO (trans-1-amino-2,3-dihydro-1H-inden-2-yl)methanol benzalMalonate